2-(2-(2-(prop-2-yn-1-yloxy)ethoxy)ethoxy)ethan-1-ol C(C#C)OCCOCCOCCO